ClC1=C(C=C2C(=NC(=NC2=C1SC[C@H](CO)N1C=CC=2C1=NC=CC2)O)O)C(F)(F)F (S)-7-chloro-8-((3-hydroxy-2-(1H-pyrrolo[2,3-b]pyridin-1-yl)propyl)thio)-6-(trifluoromethyl)quinazoline-2,4-diol